Cl.Cl.NC1C=CN(C=C1)CCCCCCCCCCN1C=CC(C=C1)=NCCCCCCCC [1-[10-(4-amino-1(4H)-pyridinyl)-decyl]-4(1H)-pyridylidene]-octylamine-dihydrochloride